OCCC(C(=O)O)=C.C(C=C)(=O)OCCO hydroxyethyl acrylate (2-Hydroxyethyl acrylate)